6-(2,2-difluoroethoxy)pyridazine-3-one FC(COC=1C=CC(NN1)=O)F